NC1=C(C(NC2=CC(=CC=C12)Cl)=O)C#N 4-amino-7-chloro-2-oxo-1,2-dihydroquinoline-3-carbonitrile